C1(=CC=CC=C1)NC(CC(=O)OC)C methyl 3-(phenylamino)butanoate